C(C)OC(=O)C1=CCNC2=CC=CC=C12 1,2-dihydroquinoline-4-carboxylic acid ethyl ester